FC=1C=NC(=NC1)O[C@@H]1CN(C[C@H]1CCC1=CC=C(C=C1)C(F)(F)F)C(C=C)=O 1-(trans-3-((5-fluoropyrimidin-2-yl)oxy)-4-(4-(trifluoromethyl)phenethyl)pyrrolidin-1-yl)prop-2-en-1-one